(R)-(4-(pyrazolo[1,5-a]pyridin-2-yl)-6,7-dihydro-1H-imidazo[4,5-c]pyridin-5(4H)-yl)(5-(1-(trifluoromethyl)-1H-pyrazol-3-yl)-1,3,4-oxadiazol-2-yl)methanone N1=C(C=C2N1C=CC=C2)[C@@H]2N(CCC1=C2N=CN1)C(=O)C=1OC(=NN1)C1=NN(C=C1)C(F)(F)F